DL-prolineamide hydrochloride Cl.N1[C@@H](CCC1)C(=O)N |r|